(1S,3R,4S)-2-((3-chlorophenyl)glycyl)-5,5-difluoro-N-((S,Z)-4-fluoro-4-(methylsulfonyl)-1-((R)-2-oxopyrrolidin-3-yl)but-3-en-2-yl)-2-azabicyclo[2.2.2]octane-3-carboxamide ClC=1C=C(C=CC1)NCC(=O)N1[C@@H]2CC([C@H]([C@@H]1C(=O)N[C@@H](C[C@@H]1C(NCC1)=O)\C=C(/S(=O)(=O)C)\F)CC2)(F)F